FC1=C(C(=CC=C1)F)C=1C=2C=3CCCCOC3SC2NC(CN1)=O 3-(2,6-difluorophenyl)-11-oxa-9-thia-4,7-diazatricyclo[8.5.0.02,8]pentadecan-1(10),2(8),3-trien-6-one